2-bromo-5-nitro-pyrazine BrC1=NC=C(N=C1)[N+](=O)[O-]